F[C@H]1[C@H](C1)C(=O)NC1=NC=NC(=C1)C=1N=CSC1NC=1C=NC(=CC1C)C(CC)O (1R,2R)-2-fluoro-N-[6-(5-{[6-(1-hydroxypropyl)-4-methylpyridin-3-yl]amino}-1,3-thiazol-4-yl)pyrimidin-4-yl]cyclopropane-1-carboxamide